5-((2-cyclopropyl-6-isopropyl-3,4-dihydroquinolin-1(2H)-yl)sulfonyl)-2-((tetrahydro-2H-pyran-4-yl)methoxy)benzyl alcohol C1(CC1)C1N(C2=CC=C(C=C2CC1)C(C)C)S(=O)(=O)C=1C=CC(=C(CO)C1)OCC1CCOCC1